C(#N)C=1N=CC(=NC1)NC1=CC(=C(N=N1)C(=O)N)NC1CCN(CC1)C 6-(5-cyanopyrazin-2-ylamino)-4-(1-methylpiperidin-4-ylamino)pyridazine-3-carboxamide